4,4-Diethoxy-4-hydroxy-3-[4-[3-(2-hydroxyphenyl)-3-oxoprop-1-enyl]phenyl]-3-methylbutanoic acid C(C)OC(C(CC(=O)O)(C)C1=CC=C(C=C1)C=CC(=O)C1=C(C=CC=C1)O)(O)OCC